C(=O)(O)CCCC[NH3+] 4-carboxybutylammonium